(R)-2-amino-2-(4-((1-(difluoromethyl)-1H-pyrazol-4-yl) ethynyl)-3-fluorophenyl)-4,4-dimethylpentanoate N[C@](C(=O)[O-])(CC(C)(C)C)C1=CC(=C(C=C1)C#CC=1C=NN(C1)C(F)F)F